tert-butyl (2S,4S)-4-cyano-2-(methoxymethyl)pyrrolidine-1-carboxylate C(#N)[C@H]1C[C@H](N(C1)C(=O)OC(C)(C)C)COC